C(C1=CC=CC=C1)N([C@@H]1[C@@H](CCCC1)OC=1C=C2CN(C(C2=CC1)=O)C1C(NC(CC1)=O)=O)C 3-(5-(((1R,2S)-2-(benzyl(methyl)amino)cyclohexyl)oxy)-1-oxoisoindolin-2-yl)piperidine-2,6-dione